C(CCC)OCCOCCO DIETHYLENE GLYCOL MONOBUTYL ETHER